6-[1-(1-Cyano-4-piperidyl)-5-methyl-triazol-4-yl]-4-[1-(5-methyl-1,3,4-thiadiazol-2-yl)ethoxy]pyrazolo[1,5-a]pyridine-3-carbonitrile C(#N)N1CCC(CC1)N1N=NC(=C1C)C=1C=C(C=2N(C1)N=CC2C#N)OC(C)C=2SC(=NN2)C